ClC=1C(=NC=CC1C1=C(C(=CC=C1)C1=NC(=C(C=C1)CNC[C@@H]1NC(CC1)=O)OC)Cl)C1=CC(=C(CNCC(=O)OC(C)C)C=C1)OC isopropyl (R)-(4-(3-chloro-4-(2-chloro-3-(6-methoxy-5-((((5-oxopyrrolidin-2-yl)methyl)amino)methyl)pyridin-2-yl)phenyl)pyridin-2-yl)-2-methoxybenzyl)glycinate